2,2,4,4-tetramethyl-7-oxa-3,20-diaza-21-oxo-dispiro[5.1.11.2]heneicosane CC1(CC2(CC(N1)(C)C)OC1(CCCCCCCCCCC1)NC2=O)C